C(C)(C)(C)OC(N(C)CCCOC=1N(N=CC1Br)C)=O.C(#N)N(C=1SC(=C(N1)C(=O)NCC(C)C)C)C1=CC(=NC(=C1)F)F 2-[cyano-(2,6-difluoro-4-pyridinyl)amino]-N-isobutyl-5-methyl-thiazole-4-carboxamide tert-butyl-N-[3-(4-bromo-2-methyl-pyrazol-3-yl)oxypropyl]-N-methyl-carbamate